NC1=NC(=CC(=N1)N1CCC2(C[C@H](NC2)C(=O)O)CC1)O[C@@H](C(F)(F)F)C1=CC=C(C=C1)C=1C=C2C=CC=NC2=CC1 (S)-8-(2-amino-6-((R)-2,2,2-trifluoro-1-(4-(quinolin-6-yl)phenyl)ethoxy)pyrimidin-4-yl)-2,8-diazaspiro[4.5]decane-3-carboxylic acid